(Z)-tert-butyl (tert-butoxycarbonylamino)(2-(7-(3,4-dichlorophenylamino)-1,2,3,4-tetrahydroacridin-9-ylamino)ethylamino)methylenecarbamate C(C)(C)(C)OC(=O)N\C(\NCCNC=1C2=CC(=CC=C2N=C2CCCCC12)NC1=CC(=C(C=C1)Cl)Cl)=N/C(OC(C)(C)C)=O